oleoyl-2-myristoyl-sn-glycero-3-phosphocholine C(CCCCCCC\C=C/CCCCCCCC)(=O)C(OP(OC[C@@H](CO)OC(CCCCCCCCCCCCC)=O)(=O)[O-])C[N+](C)(C)C